N-methoxy-N-methyl-cyclobutanamide CON(C(=O)C1CCC1)C